Sodium distearate C(CCCCCCCCCCCCCCCCC)(=O)[O-].C(CCCCCCCCCCCCCCCCC)(=O)[O-].[Na+].[Na+]